FN1C2(CC(C3=CC=CC=C13)=O)CCN(CC2)C(=O)NCC2=C(OC=C2)C(F)(F)F fluoro-4'-oxo-N-((2-(trifluoromethyl)furan-3-yl)methyl)-3',4'-dihydro-1'h-spiro[piperidine-4,2'-quinoline]-1-carboxamide